1-(2-bromoethyl)-4-nitro-1H-pyrazole-5-carboxylic acid ethyl ester C(C)OC(=O)C1=C(C=NN1CCBr)[N+](=O)[O-]